tert-butyl (3E)-3-{3-[(tert-butoxycarbonyl)(methyl)amino]propylidene}-2-oxopyrrolidine-1-carboxylate C(C)(C)(C)OC(=O)N(CC\C=C/1\C(N(CC1)C(=O)OC(C)(C)C)=O)C